2-(2-chloro-4-nitrophenoxy)acetyl chloride ClC1=C(OCC(=O)Cl)C=CC(=C1)[N+](=O)[O-]